3-mercaptophenyl-boric acid SC=1C=C(C=CC1)OB(O)O